N-[2-(2-chloroethoxy)ethyl]-N-[3-(3-chloro-5-hydroxy-phenyl)-1-tetrahydropyran-2-yl-indazol-5-yl]-2-nitro-benzenesulfonamide ClCCOCCN(S(=O)(=O)C1=C(C=CC=C1)[N+](=O)[O-])C=1C=C2C(=NN(C2=CC1)C1OCCCC1)C1=CC(=CC(=C1)O)Cl